C(C)(=O)C1=CC(=CN2C1=NC(=CC2=O)N2CCOCC2)C(=O)OC methyl 9-acetyl-2-morpholino-4-oxo-pyrido[1,2-a]pyrimidine-7-carboxylate